((2-hydroxyethyl)azanediyl)bis(hexane-6,1-diyl) bis(2-hexyl decanoate) C(CCCCC)C(C(=O)OCCCCCCN(CCCCCCOC(C(CCCCCCCC)CCCCCC)=O)CCO)CCCCCCCC